CN1N=CC(=C1)C=1C=CC2=CC=CC=C2C1 3-(1-methyl-1H-pyrazol-4-yl)naphthalen